methyl (S)-4-((7-((1-((tert-butyldiphenylsilyl)oxy)hexan-3-yl)amino)-3-iodo-5-((methoxycarbonyl)amino)-1H-pyrazolo[4,3-d]pyrimidin-1-yl)methyl)-3-methoxybenzoate [Si](C1=CC=CC=C1)(C1=CC=CC=C1)(C(C)(C)C)OCC[C@H](CCC)NC=1C2=C(N=C(N1)NC(=O)OC)C(=NN2CC2=C(C=C(C(=O)OC)C=C2)OC)I